(R)-4-(naphthalen-1-yl)-2-(quinolin-2-yl)-4,5-dihydrooxazole C1(=CC=CC2=CC=CC=C12)[C@H]1N=C(OC1)C1=NC2=CC=CC=C2C=C1